3-aminomethyl-aniline NCC=1C=C(N)C=CC1